tert-Butyl N-[1-[[(4-chlorobenzoyl)amino]carbamoyl]-4-piperidyl]carbamate ClC1=CC=C(C(=O)NNC(=O)N2CCC(CC2)NC(OC(C)(C)C)=O)C=C1